C(#N)C=1C=C2C=C(N=CC2=CC1C=1C=NC(=CC1C)C(CC)=O)NC(=O)[C@@H]1[C@@H](C1)F (1R,2R)-N-(6-cyano-7-(4-methyl-6-propionylpyridin-3-yl)isoquinolin-3-yl)-2-fluorocyclopropane-1-carboxamide